C(C1=CC=CC=C1)ONC(=O)C1=NC=C(C=N1)NC=1SC=C(N1)C1=CC=C(C=C1)Cl N-(benzyloxy)-5-((4-(4-chlorophenyl)thiazol-2-yl)amino)pyrimidine-2-carboxamide